4-cyclopropyl-6-methoxy-5-[4-[[4-[1-methyl-4-(trifluoromethyl)imidazol-2-yl]phenyl]methylsulfanyl]pyrimidin-2-yl]pyrimidine C1(CC1)C1=NC=NC(=C1C1=NC=CC(=N1)SCC1=CC=C(C=C1)C=1N(C=C(N1)C(F)(F)F)C)OC